2-[(2-phenylthioacetyl)thio]propionic acid C1(=CC=CC=C1)CC(=S)SC(C(=O)O)C